8-(4-amino-2-fluorophenyl)-1,6-naphthyridin-5(6H)-one NC1=CC(=C(C=C1)C1=CNC(C=2C=CC=NC12)=O)F